ClC=1C=C(C=NC1OC)CN1C2CN(CC1C2)C2(C=CC=1N(C2)N=CC1C#N)OCC 6-(6-((5-chloro-6-methoxypyridin-3-yl)methyl)-3,6-diazabicyclo[3.1.1]heptan-3-yl)-6-ethoxypyrazolo[1,5-a]pyridine-3-carbonitrile